(4-(5-hydroxypyridin-2-yl)piperidin-1-yl)-2-(4-methylbenzyl)isoxazolidin-3-one OC=1C=CC(=NC1)C1CCN(CC1)C1C(N(OC1)CC1=CC=C(C=C1)C)=O